4-bromo-2-phenyl-1,3-benzodioxole BrC1=CC=CC=2OC(OC21)C2=CC=CC=C2